C(C1=CC=CC=C1)OC1CCCOC2=C(C(=CC(COCCOCCN(CC1)C)=C2)OC)OC 6-(benzyloxy)-19,20-dimethoxy-9-methyl-2,12,15-trioxa-9-azabicyclo[15.3.1]heneicosa-1(20),17(21),18-triene